[Si](C)(C)(C(C)(C)C)OCCOC1=CC(=NC=C1)CN (4-(2-((tert-butyldimethylsilyl)oxy)ethoxy)pyridin-2-yl)methylamine